2-(thiocyanomethylthio)-benzothiazole S(C#N)CSC=1SC2=C(N1)C=CC=C2